Cl.ClC1=CC(=C(C(=N1)C1=C2C(=NC=C1)C=C(S2)CN2C(C1C(C1C2=O)(C)C)=O)O[C@@H]2CNCCC2)C 3-((7-(6-chloro-4-methyl-3-(((S)-piperidin-3-yl)oxy)pyridin-2-yl)thieno[3,2-b]pyridin-2-yl)methyl)-6,6-dimethyl-3-azabicyclo[3.1.0]hexane-2,4-dione hydrochloride